C(C=C)(=O)OCC(CBr)(CBr)CBr 3-bromo-2,2-bis(bromomethyl)-1-propyl acrylate